ClC1=NC=C(C(=N1)NC=1C=C2C=C(C(N(C2=C(C1)OCCC[C@H]1CNC[C@H](C1(F)F)C)C)=O)OCC(=O)NC)Cl 2-[[6-[(2,5-Dichloropyrimidin-4-yl)amino]-8-[3-[(3s,5r)-4,4-difluoro-5-methyl-3-piperidinyl]propoxy]-1-methyl-2-oxo-3-quinolinyl]oxy]-N-methyl-acetamide